(R)-1-(1-(7,8-difluoro-1-oxo-1,2-dihydroisoquinolin-4-yl)ethyl)-3-(3-chloro-4-fluorophenyl)-1-ethylurea FC1=CC=C2C(=CNC(C2=C1F)=O)[C@@H](C)N(C(=O)NC1=CC(=C(C=C1)F)Cl)CC